6-methylhepta-4,5-dien-2-one CC(=C=CCC(C)=O)C